(R)-5-(2-(3-(ethoxymethyl)-3-phenethylpyrrolidin-1-yl)propan-2-yl)-2-methylpyridine C(C)OC[C@]1(CN(CC1)C(C)(C)C=1C=CC(=NC1)C)CCC1=CC=CC=C1